N(=[N+]=[N-])[C@](N(N=[N+]=[N-])N=[N+]=[N-])(CCCCN)C(=O)O triazidolysine